FC(C(=O)NC[C@H]1N(CCCC1)C(=O)OC(C)(C)C)(F)F tert-butyl (S)-2-[(2,2,2-trifluoroacetamido)methyl]piperidine-1-carboxylate